COC(=O)C1=NC(=NC(=C1)CN1CC(C1)(C)F)C1CC1.C(#N)C1=C(O)C=CC(=C1C#N)O 2,3-dicyanohydroquinone methyl-2-cyclopropyl-6-((3-fluoro-3-methylazetidin-1-yl)methyl)pyrimidine-4-carboxylate